2-[4-methoxy-3-(trifluoromethoxy)phenyl]-7-(piperazin-1-yl)-4H-pyrido[1,2-a]pyrimidin COC1=C(C=C(C=C1)C=1N=C2N(CC1)C=C(C=C2)N2CCNCC2)OC(F)(F)F